(1S,3aS,6aR)-5-benzyl-1-(((tert-butyldimethylsilyl)oxy)methyl)-3-oxoHexahydropyrrolo[3,4-c]Pyrrole-2(1H)-carboxylic acid tert-butyl ester C(C)(C)(C)OC(=O)N1[C@@H]([C@H]2CN(C[C@H]2C1=O)CC1=CC=CC=C1)CO[Si](C)(C)C(C)(C)C